ClC1=C(C=CC=C1C1=NC=CC(=C1Cl)C1=NC(=C(C=C1)CNC[C@@H]1NC(CC1)=O)OC)NC(C1=NC=C(C(=C1)CN(C)CCO)OC)=O (R)-N-(2-chloro-3-(3'-chloro-6-methoxy-5-((((5-oxopyrrolidin-2-yl)methyl)amino)methyl)-[2,4'-bipyridin]-2'-yl)phenyl)-4-(((2-hydroxyethyl)(methyl)amino)methyl)-5-methoxypicolinamide